COC(C1=CN=C(C(=C1)O)I)=O 5-Hydroxy-6-iodonicotinic acid methyl ester